2,4,5-trimethylpyridine CC1=NC=C(C(=C1)C)C